1-{5-[3-(Fluoromethyl)-1,2-oxazol-5-yl]-2-methylbenzenesulfonyl}-8-methyl-1,2,3,4-tetrahydroquinoline FCC1=NOC(=C1)C=1C=CC(=C(C1)S(=O)(=O)N1CCCC2=CC=CC(=C12)C)C